O=C1N(CCC1)C1=NC2=CC=C(C=C2C=C1)C=O 2-(2-oxopyrrolidin-1-yl)quinoline-6-carbaldehyde